N,N'-di-tert-butoxycarbonyl-N'-(2-hydroxyethyl)guanidine C(C)(C)(C)OC(=O)NC(=N)N(CCO)C(=O)OC(C)(C)C